1-(2,3-dimethoxyphenyl)-9H-pyrido[3,4-b]Indole-3-carboxylic acid COC1=C(C=CC=C1OC)C1=NC(=CC2=C1NC1=CC=CC=C21)C(=O)O